Cl.NCCC1=CC(O)=C(O)C=C1.NCCC1=CC(O)=C(O)C=C1.NCCC1=CC(O)=C(O)C=C1 trisdopamine hydrochloride